FC1=C(CN2C(N(C(C3=C2N=CC(=C3)C=3C=NN(C3)C)=O)CC3=NN(C=N3)C)=O)C=CC(=C1)F 1-(2,4-difluorobenzyl)-3-((1-methyl-1H-1,2,4-triazol-3-yl)methyl)-6-(1-methyl-1H-pyrazol-4-yl)pyrido[2,3-d]pyrimidine-2,4(1H,3H)-dione